2-[rac-(1R,2S,5R)-2-isopropyl-5-methyl-cyclohexoxy]acetic acid C(C)(C)[C@H]1[C@@H](C[C@@H](CC1)C)OCC(=O)O |r|